rac-3-(4-methoxy-1-methylpiperidin-3-yl)-5-(piperidin-1-ylmethyl)-5,6-dihydro-1,4,2-dioxazine COC1C(CN(CC1)C)C1=NOCC(O1)CN1CCCCC1